ethyl 7-bromo-8-fluoro-2-((2-(trimethylsilyl)ethoxy)methoxy)quinoline-3-carboxylate BrC1=CC=C2C=C(C(=NC2=C1F)OCOCC[Si](C)(C)C)C(=O)OCC